(S)-6-amino-2-chloro-5-(3-hydroxy-2,6-dimethylphenyl)-3-methyl-4-oxo-4,5-dihydrothieno[3,2-c]pyridine-7-carboxamide NC1=C(C2=C(C(N1C1=C(C(=CC=C1C)O)C)=O)C(=C(S2)Cl)C)C(=O)N